FC1=CC=2N(C=C1)C(=CN2)C=2C1=C(C(=NC2)NC2=CC=C(C=C2)N2CC(OCC2)C(C)(C)O)C(NC1)=O 7-(7-fluoroimidazo[1,2-a]pyridin-3-yl)-4-((4-(2-(2-hydroxypropan-2-yl)morpholino)phenyl)amino)-1,2-dihydro-3H-pyrrolo[3,4-c]pyridin-3-one